FC1=CC(=C(C=C1C(NCC1=CC=C(C=C1)F)=O)NC(=O)C1=CN=C(S1)C)C N-[4-fluoro-5-[(4-fluorophenyl)methylcarbamoyl]-2-methylphenyl]-2-methyl-1,3-thiazole-5-carboxamide